C(C=C)(=O)N[C@H]1C[C@H](CN(C1)C)C(=O)NC=1C=CC(=NC1)NC(C1=NC(=CC=C1)Br)=O N-(5-((3R,5S)-5-acrylamido-1-methylpiperidine-3-carboxamido)pyridin-2-yl)-6-bromopicolinamide